iron-magnesium-calcium [Ca].[Mg].[Fe]